5-(1-(4-fluorobenzyl)-1H-indazol-6-yl)-1-methyl-3-(methylamino)pyridine-2(1H)-one FC1=CC=C(CN2N=CC3=CC=C(C=C23)C=2C=C(C(N(C2)C)=O)NC)C=C1